(R)-cyclopropyl 3-amino-2-(((benzyloxy)carbonyl)amino)propanoate NC[C@H](C(=O)OC1CC1)NC(=O)OCC1=CC=CC=C1